methyl [1-[2-benzyloxy-5-fluoro-4-[2-oxo-2-[[2-[[1-(trifluoromethyl) cyclopropyl] carbamoyl]-4-pyridinyl] amino] ethyl] phenyl] cyclobutyl]carboxylate C(C1=CC=CC=C1)OC1=C(C=C(C(=C1)CC(NC1=CC(=NC=C1)C(NC1(CC1)C(F)(F)F)=O)=O)F)C1(CCC1)C(=O)OC